2-(azidomethyl)-6-isopropylimidazo[1,2-c]pyrimidin-5(6H)-one N(=[N+]=[N-])CC=1N=C2N(C(N(C=C2)C(C)C)=O)C1